6'-((6-amino-5-methylpyrimidin-4-yl)amino)-8'-methyl-2'H-spiro[cyclohexane-1,3'-imidazo[1,5-a]pyridine]-1',5'-dione NC1=C(C(=NC=N1)NC1=CC(=C2N(C1=O)C1(NC2=O)CCCCC1)C)C